ClC=1C=NC(=NC1)N1CCC(CC1)CCCOC1=CC(=C(C=C1)CC(=O)N1CC(C1)CNC[C@@H]([C@@H]([C@@H](CO)O)O)O)F 2-[4-[3-[1-(5-chloropyrimidin-2-yl)-4-piperidyl]propoxy]-2-fluoro-phenyl]-1-[3-[[[(2S,3S,4R)-2,3,4,5-tetrahydroxypentyl]amino]methyl]-azetidin-1-yl]ethanone